C(CCCC(=O)OCC(CO)COC(CCCCCCC\C=C/C\C=C/CCCCC)=O)(=O)OC(CCCCCCCC)CCCCCCCC heptadecan-9-yl (3-hydroxy-2-((((9Z,12Z)-octadeca-9,12-dienoyl) oxy) methyl) propyl) glutarate